(rac)-cis-3-bromo-2-(4-fluorophenyl)-6,7-dimethyl-6,7-dihydro-4H-pyrazolo[5,1-c][1,4]Oxazine BrC=1C(=NN2C1CO[C@H]([C@H]2C)C)C2=CC=C(C=C2)F |r|